1,2-Decandiol C(C(CCCCCCCC)O)O